tert-butyl (E)-3-((7-bromo-3-butyl-3-ethyl-1,1-dioxido-5-phenyl-2,3,4,5-tetrahydro-1,2,5-benzothiadiazepin-8-yl)oxy)acrylate BrC=1C(=CC2=C(N(CC(NS2(=O)=O)(CC)CCCC)C2=CC=CC=C2)C1)O/C=C/C(=O)OC(C)(C)C